CC1=C(C=C(N=N1)C=1C(NC(NC1)=O)=O)N1CCC2(CC2)CC1 5-(6-methyl-5-(6-azaspiro[2.5]octan-6-yl)pyridazin-3-yl)pyrimidine-2,4(1H,3H)-dione